FC1=CC2=C(N(N=N2)C2=CC=C(C=C2)N2CC(C2)S(=O)(=O)C)C(=C1O)F 5,7-Difluoro-1-(4-(3-(methylsulfonyl)azetidin-1-yl)phenyl)-1H-benzo[d][1,2,3]triazol-6-ol